ClC1=C(C=C2C=C(C(NC2=C1)=O)C=1C=C(C=CC1)CC(=O)O)C1=CC=C(C=C1)N1CCN(CC1)CC 2-(3-(7-chloro-6-(4-(4-ethylpiperazin-1-yl)phenyl)-2-oxo-1,2-dihydroquinolin-3-yl)phenyl)acetic acid